BrC=1C=C2C(=NC=NC2=CC1)N1CCN(CC1)C1=NC=CC=C1 6-bromo-4-(4-(pyridin-2-yl)piperazin-1-yl)quinazoline